2-[(2's,4s)-6-bromo-2'-methyl-1-oxospiro[3H-isoquinolin-4,1'-cyclopropan]-2-yl]-N-(5-fluoropyrimidin-2-yl)acetamide BrC=1C=C2C(=CC1)C(N(C[C@@]21[C@H](C1)C)CC(=O)NC1=NC=C(C=N1)F)=O